FC(C1=CC=C(C=C1)N(C1CCN(CC1)C(=O)C12CC(C1)(C2)C(F)(F)F)C=2C=NC=CC2OC)(F)F (4-((4-(Trifluoromethyl)phenyl)(4-methoxypyridin-3-yl)amino)piperidin-1-yl)(3-(trifluoromethyl)bicyclo[1.1.1]pentan-1-yl)methanone